C(#N)C=1C(=C(C(=NC1C=C)C(=O)NC=1C=C2C(=NNC2=CC1)C1CC1)C)C 5-cyano-N-(3-cyclopropyl-1H-indazol-5-yl)-3,4-dimethyl-6-vinylpicolinamide